FC(CO)(F)C1=C(C=CC=C1)NC(C)C1=CC(=CN2C1=NC(=CC2=O)N2CCCCC2)C 9-(1-((2-(1,1-difluoro-2-hydroxyethyl)phenyl)amino)ethyl)-7-methyl-2-(piperidin-1-yl)-4H-pyrido[1,2-a]pyrimidin-4-one